IC(I)(I)C=1C(=C(C=CC1)S(=O)(=O)O)C(I)(I)I bis(triiodomethyl)benzenesulfonic acid